N-(5-Methoxypyrimidin-2-yl)-5-methyl-2-(1-methyl-1H-imidazol-2-yl)-6-(1-methyl-1H-pyrazol-3-yl)pyrrolo[2,1-f][1,2,4]triazin-4-amine hydrochloride salt Cl.COC=1C=NC(=NC1)NC1=NC(=NN2C1=C(C(=C2)C2=NN(C=C2)C)C)C=2N(C=CN2)C